(4-ethoxyphenyl)-[4-(2-phenylethyl)piperazin-1-yl]methanone C(C)OC1=CC=C(C=C1)C(=O)N1CCN(CC1)CCC1=CC=CC=C1